2-(methacryloyloxy)ethyl-phosphoryl dichlorid C(C(=C)C)(=O)OCCP(=O)(Cl)Cl